C[C@@H]1[C@H]([C@@H]([C@H]([C@]2(O1)OCC1=CC(=C(C=C12)CC1=CC=C(C=C1)CC)Cl)O)O)O (1S,3'R,4'S,5'S,6'R)-6'-Methyl-6-(4-ethylbenzyl)-5-chloro-3',4',5',6'-tetrahydro-3H-spiro-[isobenzofuran-1,2'-pyran]-3',4',5'-triol